N-tert-butyl-carbazol C(C)(C)(C)N1C2=CC=CC=C2C=2C=CC=CC12